Cl.Cl.CC1=C(C(=NO1)C1=CC=CC=C1)C(=O)N 5-methyl-3-phenylisoxazole-4-carboxamide dihydrochloride